(S)-1-((S)-1-(2-((S)-Amino((1r,4S)-4-fluorocyclohexyl)methyl)-7-fluorobenzo[d]oxazol-5-yl)-2-methoxyethyl)-4-(trifluoromethyl)imidazolidin-2-one N[C@H](C=1OC2=C(N1)C=C(C=C2F)[C@@H](COC)N2C(N[C@@H](C2)C(F)(F)F)=O)C2CCC(CC2)F